2-(2-pyridyl)1h-benzimidazole N1=C(C=CC=C1)C1=NC2=C(N1)C=CC=C2